methyl 7-hydroxy-2-(3-iodophenyl)-2,6,6-trimethylheptanoate OCC(CCCC(C(=O)OC)(C)C1=CC(=CC=C1)I)(C)C